3-benzyl-1-(trans-4-((5-cyano-4-(((1-methyl-1H-imidazol-2-yl)methyl)amino)pyrimidin-2-yl)amino)cyclohexyl)-1-(5-(1-methyl-1H-pyrazol-4-yl)pyridin-2-yl)urea C(C1=CC=CC=C1)NC(N(C1=NC=C(C=C1)C=1C=NN(C1)C)[C@@H]1CC[C@H](CC1)NC1=NC=C(C(=N1)NCC=1N(C=CN1)C)C#N)=O